1-(2-(dimethylamino)ethyl)-5-methoxy-N1-methyl-N4-(4-(1-methyl-1H-indol-3-yl)pyrimidin-2-yl)-2-nitrobenzene-1,4-diamine CN(CCC1(C(C=C(C(=C1)OC)NC1=NC=CC(=N1)C1=CN(C2=CC=CC=C12)C)[N+](=O)[O-])NC)C